4-(3-(1H-indazol-3-yl)pyrrolidin-1-yl)butyronitrile N1N=C(C2=CC=CC=C12)C1CN(CC1)CCCC#N